O1C(OCC1)CCCOC1=CC=C(C=C1)C1C(NC(CC1)=O)=O 3-(4-(3-(1,3-Dioxolan-2-yl)propoxy)phenyl)piperidine-2,6-dione